2-(benzylamino)-2-oxoethyl 4-isocyanobenzoate [N+](#[C-])C1=CC=C(C(=O)OCC(=O)NCC2=CC=CC=C2)C=C1